9-ethylimidazo[1,2-b]pyrimido[4,5-d]pyridazin-5(6H)-one C(C)C=1N=C2N(NC(C3=C2N=CN=C3)=O)C1